(R)-3-((5-(dimethylamino)-6-(2-(ethoxymethoxy)-4-ethynylphenyl)-1,2,4-triazin-3-yl)amino)piperidin CN(C=1N=C(N=NC1C1=C(C=C(C=C1)C#C)OCOCC)N[C@H]1CNCCC1)C